C(C)(CC)N1[C@@H](CCN2C1=NC(=CC2=O)N2[C@@H](COCC2)C)C(F)(F)F (S)-9-sec-Butyl-2-((R)-3-methylmorpholin-4-yl)-8-trifluoromethyl-6,7,8,9-tetrahydro-pyrimido[1,2-a]-pyrimidin-4-one